ClCC1=C(C=CC=C1)NC(=O)NC1=CC(=CC=C1)OC 1-(2-(chloromethyl)phenyl)-3-(3-methoxyphenyl)urea